(2Z)-3-({3-[(2Z)-3-carboxy-N-propylprop-2-enamido]-2-hydroxypropyl}(propyl)carbamoyl)prop-2-enoic acid C(=O)(O)\C=C/C(=O)N(CCC)CC(CN(C(=O)\C=C/C(=O)O)CCC)O